NC=1C2=C(N=CN1)N(C(=C2C2=CC=C(C=C2)OC2=NC=CC(=N2)C)C2=CC(=NN2C)NC([O-])=O)C (5-(4-amino-7-methyl-5-(4-((4-methylpyrimidin-2-yl)oxy)phenyl)-7H-pyrrolo[2,3-d]pyrimidin-6-yl)-1-methyl-1H-pyrazol-3-yl)carbamate